1-({3,4-difluoro-2-[(2-fluoro-4-iodophenyl)amino]phenyl}carbonyl)-3-[(2S)-piperidin-yl]azetidin-3-ol butyl-N-[1-{3-(1-methylethenyl)-phenyl}-1-methylethyl]carbamate C(CCC)N(C(=O)OC1(CN(C1)C(=O)C1=C(C(=C(C=C1)F)F)NC1=C(C=C(C=C1)I)F)N1CCCCC1)C(C)(C)C1=CC(=CC=C1)C(=C)C